2-butenedioic acid (2Z)-2-hydroxy-1,3-propanediyl ester OC1COC(\C=C/C(=O)OC1)=O